3-(4-(7,7-dimethyl-5,6,7,8-tetrahydro-1,8-naphthyridin-2-yl)butoxy)pyrrolidine-1-carboxylic acid (R)-tert-butyl ester C(C)(C)(C)OC(=O)N1CC(CC1)OCCCCC1=NC=2NC(CCC2C=C1)(C)C